4-amino-2-((cyclohexylmethyl)(2-methoxyethyl)carbamoyl)benzoic acid NC1=CC(=C(C(=O)O)C=C1)C(N(CCOC)CC1CCCCC1)=O